disodium (9R,12R)-12-((((9H-fluoren-9-yl) methoxy) carbonyl) amino)-3,8,11-trioxo-1-phenyl-9-(sulfonatomethyl)-2-oxo-4,7,10-triazatridecane-13-sulfonate C1=CC=CC=2C3=CC=CC=C3C(C12)COC(=O)N[C@H](C(N[C@H](C(NCCNC(C(CC1=CC=CC=C1)=O)=O)=O)CS(=O)(=O)[O-])=O)CS(=O)(=O)[O-].[Na+].[Na+]